6-(3-Bromo-1-(3-chloropyridin-2-yl)-1H-pyrazol-5-carboxamido)-5-methyl-N-(pentan-3-yl)pyrazolo[1,5-a]pyridin-7-carboxamid BrC1=NN(C(=C1)C(=O)NC=1C(=CC=2N(C1C(=O)NC(CC)CC)N=CC2)C)C2=NC=CC=C2Cl